(3R)-N-(cyclobutylmethyl)-1-(6-(2,2,2-trifluoro-1-(4-(5-methoxypyridin-3-yl)-1H-1,2,3-triazol-1-yl)ethyl)pyridazin-3-yl)piperidin-3-amine C1(CCC1)CN[C@H]1CN(CCC1)C=1N=NC(=CC1)C(C(F)(F)F)N1N=NC(=C1)C=1C=NC=C(C1)OC